ClC=1C(=NC(=C(C1Cl)F)C1=C(C(=C(C=C1)Cl)OC)F)C(=O)O 3,4-Dichloro-6-(4-chloro-2-fluoro-3-methoxyphenyl)-5-fluoropicolinic acid